tert-Butyl (2R,5S)-4-(6,7-dichloro-1-(2,4-diisopropylpyridin-3-yl)-2-oxo-1,2-dihydropyrido[2,3-d]pyrimidin-4-yl)-2,5-dimethylpiperazine-1-carboxylate ClC1=CC2=C(N(C(N=C2N2C[C@H](N(C[C@@H]2C)C(=O)OC(C)(C)C)C)=O)C=2C(=NC=CC2C(C)C)C(C)C)N=C1Cl